(S)-2-methyl-6-(2-(2-methylazetidin-1-yl)-6,7-dihydro-5H-cyclopenta[d]pyrimidin-4-yl)-3,4-dihydroisoquinolin-1(2H)-one CN1C(C2=CC=C(C=C2CC1)C=1C2=C(N=C(N1)N1[C@H](CC1)C)CCC2)=O